2,3-dihydrophthalazine C=1NNC=C2C=CC=CC12